tert-butyl 4-(2-chloro-5-fluoronicotinyl)-4-methylpiperidine-1-carboxylate ClC1=C(CC2(CCN(CC2)C(=O)OC(C)(C)C)C)C=C(C=N1)F